2-[3-(2-tert-butoxyethoxy)pyridin-4-yl]-3-(3-fluoro-2-methoxyanilino)-1,5,6,7-tetrahydro-4H-pyrrolo[3,2-c]pyridin-4-one C(C)(C)(C)OCCOC=1C=NC=CC1C1=C(C=2C(NCCC2N1)=O)NC1=C(C(=CC=C1)F)OC